O=C1NC(CCC1N1C(C2=CC=CC(=C2C1)N(CCCCCC(=O)O)C)=O)=O 6-((2-(2,6-dioxopiperidin-3-yl)-1-oxoisoindolin-4-yl)(methyl)amino)hexanoic acid